2-methyl-N-(2-azaspiro[3.3]heptan-6-yl)-6-(trifluoromethyl)pyridine-3-sulfonamide CC1=NC(=CC=C1S(=O)(=O)NC1CC2(CNC2)C1)C(F)(F)F